OC[C@H](C1=CC=CC=C1)NC=1NC(/C(/N1)=C/C1=CC2=C(N=CN2C)C=C1)=O (4Z)-2-[[(1S)-2-Hydroxy-1-phenyl-ethyl]amino]-4-[(3-methylbenzimidazol-5-yl)methylene]-1H-imidazol-5-one